ethyl 6-cyclopropyl-5-fluoroimidazo[1,2-a]pyridine-2-carboxylate C1(CC1)C=1C=CC=2N(C1F)C=C(N2)C(=O)OCC